(1-methyl-piperidin-4-ylmethyl)-carbamic acid tert-butyl ester C(C)(C)(C)OC(NCC1CCN(CC1)C)=O